C(C1=CC=CC=C1)OC1=CC=C(C=C1)CCCCC=1N=NC=CC1 3-(4-(4-(benzyloxy)phenyl)butyl)pyridazine